1-(tert-butyl) 3-methyl (S)-3-((4-(trifluoromethyl)benzyl)amino)pyrrolidine-1,3-dicarboxylate FC(C1=CC=C(CN[C@@]2(CN(CC2)C(=O)OC(C)(C)C)C(=O)OC)C=C1)(F)F